C1CC12NCCN(C2)C=2C=C(C=1N(C(C=C(N1)C=1C=C(C=3N(N1)C=C(N3)C)C)=O)C2)C 7-(4,7-diazaspiro[2.5]octan-7-yl)-2-(2,8-dimethylimidazo[1,2-b]pyridazin-6-yl)-9-methyl-pyrido[1,2-a]pyrimidin-4-one